2-(2-(cyclopropanesulfonylamino)thiazol-4-yl)-N-(4-(6-ethoxypyrazin-2-yl)-2-(trifluoromethyl)phenyl)-2-methylpropanamide C1(CC1)S(=O)(=O)NC=1SC=C(N1)C(C(=O)NC1=C(C=C(C=C1)C1=NC(=CN=C1)OCC)C(F)(F)F)(C)C